water tungsten aluminum [Al].[W].O